C(C1=CC=CC=C1)OC1=C(N(C=C(C1=O)C(=O)NCC1=C(C=C(C=C1F)F)F)NC(C=C)C)C(=O)N[C@H](C=C)CO 3-benzyloxy-N2-[(R)-1-(hydroxymethyl)allyl]-1-(1-methylallylamino)-4-oxo-N5-[(2,4,6-trifluorophenyl)methyl]pyridine-2,5-dicarboxamide